benzyl N-[trans-(7SR,9SR)-9-(1H-benzimidazol-2-ylamino)-3-cyclopropyl-5-(isobutylsulfamoyl)-8,9-dihydro-7H-cyclopenta[h]isoquinolin-7-yl]carbamate N1C(=NC2=C1C=CC=C2)N[C@H]2C[C@@H](C1=CC(=C3C=C(N=CC3=C12)C1CC1)S(NCC(C)C)(=O)=O)NC(OCC1=CC=CC=C1)=O |r|